2,2-dimethyl-1-(triisopropylsiloxycarbonyl)methyl-1-aza-2-silacyclopentane C[Si]1(N(CCC1)CC(=O)O[Si](C(C)C)(C(C)C)C(C)C)C